N'-tetraphenoxymethyl-[1,3,5]triazine-2,4,6-triamine C1(=CC=CC2=CC=C3C=C4C=CC=CC4=CC3=C12)OCNC1=NC(=NC(=N1)N)N